(S)-4-((S)-3-(5-cyclopropyl-4,7-difluoro-3,3-dimethyl-2-oxoindolin-1-yl)-2-oxopyrrolidin-1-yl)-3-methylbutanoic acid C1(CC1)C=1C(=C2C(C(N(C2=C(C1)F)[C@@H]1C(N(CC1)C[C@H](CC(=O)O)C)=O)=O)(C)C)F